3-amino-6-(3-(5,5-dimethyl-5,6-dihydro-4H-pyrrolo[1,2-b]pyrazol-3-yl)phenyl)-N-(1,4-oxazepan-6-yl)pyrazine-2-carboxamide NC=1C(=NC(=CN1)C1=CC(=CC=C1)C1=C2N(N=C1)CC(C2)(C)C)C(=O)NC2CNCCOC2